N-[4-(difluoromethoxy)-2-pyridinyl]-4-methyl-3-[(3S)-1-pyrazolo[1,5-a]pyrimidin-3-ylpyrrolidin-3-yl]benzamide FC(OC1=CC(=NC=C1)NC(C1=CC(=C(C=C1)C)[C@H]1CN(CC1)C=1C=NN2C1N=CC=C2)=O)F